COC1=CC=C(C=C1)S(=O)(=O)N1CCNCC1 1-(4-methoxyphenyl)sulfonyl-piperazine